(trans)-4-((5-(N-(4-bromo-2-cyclopropyl-5-methylphenyl)but-2-ynamido)-1-methyl-1H-pyrazolo[4,3-b]pyridin-3-yl)oxy)-2,2-dimethylcyclohexane-1-carboxylic acid BrC1=CC(=C(C=C1C)N(C(C#CC)=O)C1=CC=C2C(=N1)C(=NN2C)O[C@@H]2CC([C@H](CC2)C(=O)O)(C)C)C2CC2